C(C1=CC=CC=C1)OC1=C2N(C(=NC2=NC(=N1)OC[C@]12CCCN2C[C@@H](C1)F)OC1=CC(=CC2=CC=C(C(=C12)C#C[Si](C(C)C)(C(C)C)C(C)C)F)OCOC)C1CCC1 6-(Benzyloxy)-7-cyclobutyl-8-({7-fluoro-3-(methoxymethoxy)-8-[(triisopropylsilyl)ethynyl]-1-naphthyl}oxy)-2-{[(2R,7aS)-2-fluorotetrahydro-1H-pyrrolizin-7a(5H)-yl]methoxy}-7H-purine